N1C=NC(=C1)C1=CC=C(OCC2=NN(C=C2)C(C)C)C=C1 3-((4-(1H-imidazol-4-yl)phenoxy)methyl)-1-isopropyl-1H-pyrazole